3-amino-4-[5-(methoxymethoxy)-2-methyl-phenyl]quinoline-2-carboxamide NC=1C(=NC2=CC=CC=C2C1C1=C(C=CC(=C1)OCOC)C)C(=O)N